3-(6-azaspiro[2.5]oct-6-yl)-5-((1,3-dihydroxy-2-methyl-2-propanyl)amino)-N-(6-((2-methyl-2-propanyl)sulfamoyl)-2-pyridinyl)-2-pyrazinecarboxamide C1CC12CCN(CC2)C=2C(=NC=C(N2)NC(CO)(CO)C)C(=O)NC2=NC(=CC=C2)S(NC(C)(C)C)(=O)=O